N-acetyl-L-alanyl-L-glutamic acid tert-butyl-(1-(((3-methoxypyridin-2-yl)methyl)amino)-2-methyl-1-oxopropan-2-yl)carbamate C(C)(C)(C)N(C(O)=O)C(C(=O)NCC1=NC=CC=C1OC)(C)C.C(C)(=O)N[C@@H](C)C(=O)N[C@@H](CCC(=O)O)C(=O)O